C(C)C(CO)(CCCC)O 2-ethyl-1,2-hexanediol